N(=C=O)CCCCCCCCCCCCCCCC 1-isocyanatohexadecane